dimethyl-phenethyl alcohol 1-acetate C(C)(=O)OC(CC1=CC=CC=C1)(C)C